CN1N=C(C(=C1)NC=1N=CC2=C(N1)N(C(=C2)C#N)[C@@H]2[C@H](COCC2)C)OC2COC2 2-((1-methyl-3-(oxetan-3-yloxy)-1H-pyrazol-4-yl)amino)-7-((3r,4s)-3-methyltetra-hydro-2H-pyran-4-yl)-7H-pyrrolo[2,3-d]pyrimidine-6-carbonitrile